C1=CC=CC=2C3=CC=CC=C3C(C12)COC(=O)N([C@H](C(=O)O)CC1=CNC2=NC=CC=C21)C (S)-2-((((9H-fluoren-9-yl)methoxy)carbonyl)(methyl)amino)-3-(1H-pyrrolo[2,3-b]pyridin-3-yl)propanoic acid